CCCCCCCCCCCCCCCCCC(=O)O[C@H](CO/C=C\CCCCCC/C=C\CCCCCCCC)COP(=O)([O-])OCC[N+](C)(C)C 1-(1Z,9Z-octadecadienyl)-2-octadecanoyl-sn-glycero-3-phosphocholine